1-((1-((2S,4R)-4-(Methylamino)-2-phenylpiperidine-1-carbonyl)piperidin-4-yl)methyl)-4-phenylpyridin CN[C@H]1C[C@H](N(CC1)C(=O)N1CCC(CC1)CN1CC=C(C=C1)C1=CC=CC=C1)C1=CC=CC=C1